(E)-3-(6-aminopyridin-3-yl)-N-((5-(5-(3,3-dimethylmorpholine-4-carbonyl)pyridin-2-yl)-7-(trifluoromethyl)benzofuran-2-yl)methyl)acrylamide Methyl-2,2-dimethyl-3-phenylpropionate COC(C(CC1=CC=CC=C1)(C)C)=O.NC1=CC=C(C=N1)/C=C/C(=O)NCC=1OC2=C(C1)C=C(C=C2C(F)(F)F)C2=NC=C(C=C2)C(=O)N2C(COCC2)(C)C